C(=O)(O)CCCCCC1=CC2=C(C=3C(C(=NC13)C=CC=1CN(C3=CC=CC=C3C1)C)(C)C)C=CC=C2 (5-carboxypentyl)-1,1-dimethyl-2-(2-(1-methylquinolin-3-yl)vinyl)-1H-benzo[e]indole